CN(C=1NC(C=2N=CN([C@H]3[C@H](OC)[C@H](O)[C@@H](CO)O3)C2N1)=O)C N2,N2,2'-O-trimethylguanosine